2-ethyl-1,3-dioxolane C(C)C1OCCO1